ClC1=NC(=CC(=N1)N1CC2(CC(N2)=O)CCC1)Cl 6-(2,6-Dichloropyrimidin-4-yl)-1,6-diazaspiro[3.5]nonan-2-one